(2S,5R)-5-(2-chlorophenyl)-1-(4-(6-ethoxypyridin-3-yl)benzoyl)pyrrolidine-2-carboxylic acid ClC1=C(C=CC=C1)[C@H]1CC[C@H](N1C(C1=CC=C(C=C1)C=1C=NC(=CC1)OCC)=O)C(=O)O